2-bromo-4H-pyrrolo[3,4-d]thiazole-5(6H)-carboxylic acid tert-butyl ester C(C)(C)(C)OC(=O)N1CC=2N=C(SC2C1)Br